(1R,3S,5R)-2-(2-(3-acetyl-7-methyl-5-(2-methylpyrimidin-5-yl)-1H-indazol-1-yl)acetyl)-5-methyl-N-((1,2,3,4-tetrahydronaphthalen-2-yl)methyl)-2-azabicyclo[3.1.0]hexane-3-carboxamide C(C)(=O)C1=NN(C2=C(C=C(C=C12)C=1C=NC(=NC1)C)C)CC(=O)N1[C@@H]2C[C@@]2(C[C@H]1C(=O)NCC1CC2=CC=CC=C2CC1)C